C(CCCCCCCCCCCCCCC)(=O)C(O)(C[N+](C)(C)C)CC([O-])=O palmitoyl-carnitin